Cl.N=1C=C(N2N=CC=CC21)NC(=O)C2=CC1=CN(N=C1C=C2OC)C2CCC(CC2)CN2CCNCC2 N-(imidazo[1,2-b]pyridazin-3-yl)-6-methoxy-2-((1r,4r)-4-(piperazin-1-ylmethyl)cyclohexyl)-2H-indazole-5-carboxamide hydrochloride